ClC1=C2C(=NN(C2=CC=C1)S(=O)(=O)C1=CC=C(C=C1)C)N1[C@@H](CC(C1)(F)F)C(C)=O 1-[(2S)-1-[4-chloro-1-(p-tolyl-sulfonyl)indazol-3-yl]-4,4-difluoro-pyrrolidin-2-yl]ethanone